hydroxyoxylysine OON[C@@H](CCCCN)C(=O)O